BrC=1C(N(C(=CC1OCC1=C(C=C(C=C1)F)F)C)CC1=NC=C(C=C1)C(C)(C)O)=O 3-bromo-4-[(2,4-difluorobenzyl)oxy]-1-{[5-(1-hydroxy-1-methylethyl)pyridin-2-yl]methyl}-6-methylpyridin-2(1H)-one